ethyl 2-(4-chlorophenyl)-4-methyloxazole-5-carboxylate ClC1=CC=C(C=C1)C=1OC(=C(N1)C)C(=O)OCC